(3-chloro-4-((7-(2,3-dihydrobenzo[b][1,4]dioxin-6-yl)benzo[D]isothiazol-3-yl)amino)benzyl)-D-serine ClC=1C=C(CN[C@H](CO)C(=O)O)C=CC1NC1=NSC2=C1C=CC=C2C2=CC1=C(OCCO1)C=C2